O[C@H](CNC(=O)C1=NC(=NC=C1)N1CCCCC1)[C@H]1NCC2=CC(=CC=C2C1)OCC1=C(N=CO1)C N-((2R)-2-hydroxy-2-[(3S)-7-[(4-methyloxazol-5-yl)methoxy]-1,2,3,4-tetrahydroisoquinolin-3-yl]ethyl)-2-(1-piperidyl)pyrimidine-4-carboxamide